ClC1=C(C=CC(=C1)Cl)C=1CCCC2=C(C1C1=CC=C(C=C1)O[C@@H]1CN(CC1)CCCF)C=CC(=C2)N (S)-8-(2,4-dichlorophenyl)-9-(4-((1-(3-fluoropropyl)pyrrolidin-3-yl)oxy)phenyl)-6,7-dihydro-5H-benzo[7]annulen-3-amine